1-methyl-3-methyl-imidazolium CN1C=[N+](C=C1)C